COC(C1=NC(=CC=C1O)CCCCN1CCN(CC1)C1=NC=CC=C1)=O 3-hydroxy-6-(4-(4-(pyridin-2-yl)piperazin-1-yl)butyl)picolinic acid methyl ester